4-[(2,6-difluorophenyl)methyl]-2-[3-fluoro-4-[[5-fluoro-2-[(2s,3s)-3-hydroxy-2-methyl-azetidin-1-yl]-4-pyridinyl]oxy]phenyl]-1,2,4-triazol-3-one FC1=C(C(=CC=C1)F)CN1C(N(N=C1)C1=CC(=C(C=C1)OC1=CC(=NC=C1F)N1[C@H]([C@H](C1)O)C)F)=O